methyl 5-({(R)-3-[(tert-butyl)(oxycarbonylamino)]-1-piperidyl}methyl)-2-fluorobenzoate C(C)(C)(C)OC(=O)N[C@H]1CN(CCC1)CC=1C=CC(=C(C(=O)OC)C1)F